Magnesium Pentafluoropropen-2-Olate FC(C(=C(F)F)[O-])(F)F.[Mg+2].FC(C(=C(F)F)[O-])(F)F